CC(C(=O)OCC1=NC=C(C(=N1)C)Br)(C)OC1=C(C=C(C(=C1)F)C=C)C(CC)(F)F (5-Bromo-4-methylpyrimidin-2-yl)methanol methyl-(2S)-2-[2-(1,1-difluoropropyl)-4-ethenyl-5-fluorophenoxy]propanoate